FC1=C(C(=C(C(=C1[B-](C1=C(C(=C(C(=C1F)F)F)F)F)(C1=C(C(=C(C(=C1F)F)F)F)F)C1=C(C(=C(C(=C1F)F)F)F)F)F)F)F)F.C[CH3+]CCCCCCCCCCCCCCCCCCCCCCC methyltetracosanium tetrakis(pentafluorophenyl)borate